C1(CC1)C1=C(C(=NO1)C1=C(C=CC=C1Cl)Cl)COC1CCN(CC1)C=1SC=C(N1)C1=CC(=C(C(=O)O)C=C1)F 4-(2-(4-((5-cyclopropyl-3-(2,6-dichlorophenyl)isoxazol-4-yl)methoxy)piperidin-1-yl)thiazol-4-yl)-2-fluorobenzoic acid